COC1=C(C=C(C=C1)NC1=NC(=CC(=N1)NC)C)N1N=CC=2CNCCC21 N2-(4-methoxy-3-(4,5,6,7-tetrahydro-1H-pyrazolo[4,3-c]pyridin-1-yl)phenyl)-N4,6-dimethylpyrimidine-2,4-diamine